C(C)(C)(C)OC(=O)N1CC(C(CC1)C=1OC(=NN1)[C@@]12CN(C[C@]2(C1)C(F)(F)F)C1=C2C=CC=NC2=C(C=C1)C#N)F 4-(5-((1S,5R)-3-(8-cyanoquinolin-5-yl)-5-(trifluoromethyl)-3-azabicyclo[3.1.0]hexane-1-yl)-1,3,4-oxadiazol-2-yl)-3-fluoropiperidine-1-carboxylic acid tert-butyl ester